FC1=C(C(=C(C(=C1F)F)F)F)C(C)C 2,3,4,5,6-pentafluoroisopropylbenzene